4-(5-(7,8-dimethyl-[1,2,4]triazolo[1,5-a]pyridin-6-yl)-6-isopropyl-4H-pyrrolo[3,2-d]thiazol-2-yl)cyclohexan-1-one CC1=C(C=2N(C=C1C1=C(C=3N=C(SC3N1)C1CCC(CC1)=O)C(C)C)N=CN2)C